Br.C(C)(C)(C)C=1C=C(C=C(C1OC)N1CCOCC1)C(CN1CC2=CC(=C(C(=C2C1=N)F)OCC)OCC)=O 1-(3-Tert-butyl-4-methoxy-5-morpholin-4-ylphenyl)-2-(5,6-diethoxy-4-fluoro-3-imino-1H-isoindol-2-yl)ethanone-Hydrobromid